NCC1CN(C1)CC=1C=CC(=NC1OC)C=1C(=C(C=CC1)C1=C(C(=CC=C1)NC(=O)C=1N(C2=C(CN(CC2)C)N1)C)Cl)Cl N-(3'-(5-((3-(aminomethyl)azetidin-1-yl)methyl)-6-methoxypyridin-2-yl)-2,2'-dichloro-[1,1'-biphenyl]-3-yl)-1,5-dimethyl-4,5,6,7-tetrahydro-1H-imidazo[4,5-c]pyridine-2-carboxamide